BrC1=CC(=NC=C1)C(C(=O)N)C1=C(C=C(C=C1)F)F (4-bromopyridin-2-yl)-2-(2,4-difluorophenyl)acetamide